7-chloro-3-(5-cyclopropyl-4-(1-methyl-1H-pyrazol-3-yl)isoxazol-3-yl)-1-isopropyl-1H-pyrazolo[4,3-c]pyridin-4-amine ClC=1C2=C(C(=NC1)N)C(=NN2C(C)C)C2=NOC(=C2C2=NN(C=C2)C)C2CC2